5-(Azetidin-1-yl)-N-[(2R)-1-hydroxypropan-2-yl]-6-[4-(trifluoromethyl)phenoxy]pyridine-3-carboxamide N1(CCC1)C=1C=C(C=NC1OC1=CC=C(C=C1)C(F)(F)F)C(=O)N[C@@H](CO)C